trisodium ethylenediamin disuccinate C1(CCC(=O)ON2CCN(O1)OC(CCC(=O)O2)=O)=O.[Na].[Na].[Na]